(Z)-2-(4-hydroxypentyl)-3-(pyridazin-3-yl)acrylamide OC(CCC/C(/C(=O)N)=C/C=1N=NC=CC1)C